BrC=1C=CC(=NC1)C1C(C(=O)N)=CC=C(N1C)Cl (5-bromopyridin-2-yl)-6-chloro-1-methylnicotinamide